C(C)(C)(C)C=1SC(=CN1)C(=O)NC(CO)C1=C(C=C(C=C1)C1=NC(=NC=C1)NC=1C=NN(C1)C)C 2-(tert-butyl)-N-(2-hydroxy-1-(2-methyl-4-(2-((1-methyl-1H-pyrazol-4-yl)amino)pyrimidine-4-yl)phenyl)ethyl)thiazole-5-carboxamide